3-(1H-imidazol-2-yl)imidazo[1,2-a]pyridine N1C(=NC=C1)C1=CN=C2N1C=CC=C2